C(C1=CC=CC=C1)OC(=O)NC(C(C(C(=O)OC(C)(C)C)Br)=O)C1CCC(CC1)(F)F tert-butyl 4-(benzyloxycarbonylamino)-2-bromo-4-(4,4-difluorocyclohexyl)-3-oxo-butanoate